CC1=NC(=NC(=C1)C)NC1CCC(CC1)OC1=C2C=C(C=NC2=CC(=N1)N1CCOCC1)O 5-[4-[(4,6-dimethylpyrimidin-2-yl)amino]cyclohexoxy]-7-morpholino-1,6-naphthyridin-3-ol